pentavanadium sulfide [S-2].[V+5].[V+5].[V+5].[V+5].[V+5]